5-fluoro-2-{3-fluoro-4-[(methylamino)methyl]phenyl}-2H-indazole-7-carboxamide FC1=CC2=CN(N=C2C(=C1)C(=O)N)C1=CC(=C(C=C1)CNC)F